C1=CC=CC=2C3=CC=CC=C3C(C12)COC(=O)N1[C@@H](C[C@H](C1)SC)C(=O)O (2S,4R)-1-(9H-fluoren-9-ylmethoxycarbonyl)-4-methylsulfanyl-pyrrolidine-2-carboxylic acid